NC1=NC=CC(=C1[N+](=O)[O-])C=1C=NN(C1)C1=CC=C(C=N1)C(CCS(=O)(=O)NC)C(F)(F)F 3-(6-(4-(2-amino-3-nitropyridin-4-yl)-1H-pyrazol-1-yl)pyridin-3-yl)-4,4,4-trifluoro-N-methylbutane-1-sulfonamide